ClC1=CC=C(C=C1)CCC1=NOC(=N1)CN1N=CC=C(C1=O)N(C)C 2-({3-[2-(4-chlorophenyl)ethyl]-1,2,4-oxadiazol-5-yl}methyl)-4-(dimethylamino)-2,3-dihydropyridazin-3-one